2-((2-chloro-5-cyano-3-(7-(1,1-dioxidotetrahydrothiophen-3-yl)-3-methyl-2,7-diazaspiro[4.4]nonan-2-yl)phenyl)amino)-4-(cyclopropylamino)pyrazolo[1,5-a][1,3,5]triazine-8-carbonitrile ClC1=C(C=C(C=C1N1CC2(CC1C)CN(CC2)C2CS(CC2)(=O)=O)C#N)NC2=NC=1N(C(=N2)NC2CC2)N=CC1C#N